4-methoxy-N,N-dipentylbutanamide COCCCC(=O)N(CCCCC)CCCCC